N-(3-(4'-(2-(2-oxopiperidin-1-yl)ethoxy)-4,5,5',6'-tetrahydro-2H-spiro[furan-3,8'-pyrano[3,4-b]pyridin]-2'-yl)-1-methyl-1H-pyrrolo[2,3-c]pyridin-5-yl)acetamide O=C1N(CCCC1)CCOC1=C2C(=NC(=C1)C1=CN(C3=CN=C(C=C31)NC(C)=O)C)C3(OCC2)COCC3